N-(4-(3-fluoro-4-cyanophenoxy)cyclohexyl)acetamide FC=1C=C(OC2CCC(CC2)NC(C)=O)C=CC1C#N